C(C)C1=CNC2=NC=C(N=C21)C=2C=C1CCN(CC1=C(C2)[C@H]2NCCOC2)C(C(C)(C)O)=O (R)-1-(6-(7-ethyl-5H-pyrrolo[2,3-b]pyrazin-2-yl)-8-(morpholine-3-yl)-3,4-dihydroisoquinolin-2(1H)-yl)-2-hydroxy-2-methylpropan-1-one